8-(2-chloro-4-(2,6-diazaspiro[3.4]octan-6-yl)phenyl)-6-(1-methylcyclopropoxy)-9-((4-methylpyridin-2-yl)methyl)-9H-purine ClC1=C(C=CC(=C1)N1CC2(CNC2)CC1)C=1N(C2=NC=NC(=C2N1)OC1(CC1)C)CC1=NC=CC(=C1)C